C(C1=CC=CC=C1)S(=O)(=O)C1=CC2=C(N(C(=N2)C2=C(C=CC=C2)C2=C(C=C(C=C2)C)C)CC)C=C1 5-benzylsulfonyl-2-[2-(2,4-dimethylphenyl)phenyl]-1-ethyl-benzimidazole